6-Amino-1-methyl-3-((3-methyloxetan-3-yl)methoxy)quinolin-2(1H)-one NC=1C=C2C=C(C(N(C2=CC1)C)=O)OCC1(COC1)C